FC(C1=NC(=NO1)C1=CC=C(C=C1)C(C(=O)N)C)(F)F [4-[5-(trifluoromethyl)-1,2,4-oxadiazol-3-yl]phenyl]propanamide